C(N)(=O)C=1C=C(C=CC1F)NC(=O)[C@H]1O[C@]([C@H]([C@H]1C1=C(C=C(C=C1)F)OC(F)F)C)(C(F)(F)F)C (2S,3S,4S,5R)-N-(3-carbamoyl-4-fluoro-phenyl)-3-[2-(difluoromethoxy)-4-fluoro-phenyl]-4,5-dimethyl-5-(trifluoromethyl)tetrahydrofuran-2-carboxamide